thieno[3,4-c]pyrrole-4,6(5H)-dione C=1SC=C2C1C(NC2=O)=O